(R)-1-(2-chloropyridin-3-yl)ethyl (4-(5-(2-oxabicyclo[3.1.0]hexane-6-carboxamido)pyridin-2-yl)-1-methyl-1H-1,2,3-triazol-5-yl)carbamate C12OCCC2C1C(=O)NC=1C=CC(=NC1)C=1N=NN(C1NC(O[C@H](C)C=1C(=NC=CC1)Cl)=O)C